methyl 2-(4-((1-(2,6-bis(benzyloxy)pyridin-3-yl)-3-methyl-2-oxo-2,3-dihydro-1H-benzo[d]imidazol-5-yl)oxy)-3-methylphenyl)acetate C(C1=CC=CC=C1)OC1=NC(=CC=C1N1C(N(C2=C1C=CC(=C2)OC2=C(C=C(C=C2)CC(=O)OC)C)C)=O)OCC2=CC=CC=C2